(2S)-1-(1H-indol-3-yl)-3-[5-(3-methyl-2H-indazol-5-yl)pyridin-3-yl]oxypropan-2-amine N1C=C(C2=CC=CC=C12)C[C@@H](COC=1C=NC=C(C1)C1=CC2=C(NN=C2C=C1)C)N